4-(2-aminoethyl)-1,2-benzenediol NCCC=1C=C(C(=CC1)O)O